5-[[1-[2-oxo-2-[(2S)-2-cyanopyrrolidin-1-yl]ethyl]-4-piperidyl]amino]-N-(4-pyridyl)quinoline-8-carboxamide O=C(CN1CCC(CC1)NC1=C2C=CC=NC2=C(C=C1)C(=O)NC1=CC=NC=C1)N1[C@@H](CCC1)C#N